(2S,4S)-4-fluoro-1-[2-[4-[(3-fluoro-5-quinolinyl)amino]-1-piperidinyl]acetyl]pyrrolidine-2-carbonitrile F[C@H]1C[C@H](N(C1)C(CN1CCC(CC1)NC1=C2C=C(C=NC2=CC=C1)F)=O)C#N